BrC1=C(NC(=C1C1=C(C=C(C=C1)[N+](=O)[O-])C)C)C(=O)OC Methyl 3-bromo-5-methyl-4-(2-methyl-4-nitro-phenyl)-1H-pyrrole-2-carboxylate